2,4,5-trichlorophenoxyacetate magnesium [Mg+2].ClC1=C(OCC(=O)[O-])C=C(C(=C1)Cl)Cl.ClC1=C(OCC(=O)[O-])C=C(C(=C1)Cl)Cl